monoaminophenyl-porphyrin nickel [Ni].NC=1C(=C2NC1C=C1C=CC(=N1)C=C1C=CC(N1)=CC=1C=CC(N1)=C2)C2=CC=CC=C2